N-(5-cyclopropyl-1H-pyrazol-3-yl)-2-(6-(6-((6-(difluoromethoxy)pyridin-3-yl)methyl)-3,6-diazabicyclo[3.1.1]heptan-3-yl)pyridin-3-yl)quinazolin-4-amine C1(CC1)C1=CC(=NN1)NC1=NC(=NC2=CC=CC=C12)C=1C=NC(=CC1)N1CC2N(C(C1)C2)CC=2C=NC(=CC2)OC(F)F